bis-iodophenol IC=1C(=C(C=CC1)O)I